C(CCCCCCCCCCCC)OC([C@H](C=1C(=C2C(=NC1C)N(C(=C2C)C)CC=2C=NN(C2)C)C2=CC=C(C=C2)Cl)OC(C)(C)C)=O (S)-2-(tert-butoxy)-2-(4-(4-chlorophenyl)-2,3,6-trimethyl-1-((1-methyl-1H-Pyrazol-4-yl)methyl)-1H-pyrrolo[2,3-b]Pyridin-5-yl)acetic acid tridecyl ester